3-bromo-5-cyano-4-hydroxy-N,N-dimethylbenzamide BrC=1C=C(C(=O)N(C)C)C=C(C1O)C#N